[N+](=O)(O)[O-].[Cu].[Ag] silver-copper nitric acid